1-(2-bromo-4-iodo-5-methyl-phenyl)-3-[(1S)-1-(2-pyrimidin-2-yl-1,2,4-triazol-3-yl)ethyl]urea BrC1=C(C=C(C(=C1)I)C)NC(=O)N[C@@H](C)C=1N(N=CN1)C1=NC=CC=N1